FC=1C(=NC=C(C1)F)C#N 3,5-difluoropicolinonitrile